7-fluorobenzo[d][1,3]thiazolin-2-amine FC1=CC=CC=2N=C(SC21)N